(R)-N-(1-(7,8-difluoro-1-oxo-1,2-dihydroisoquinolin-4-yl)ethyl)-N-methyl-1,4,5,6-tetrahydrocyclopenta[b]pyrrole-2-carboxamide FC1=CC=C2C(=CNC(C2=C1F)=O)[C@@H](C)N(C(=O)C1=CC2=C(N1)CCC2)C